N-(2-(5-(((2R,3R,4S,5R)-3,4-dihydroxy-5-methoxy-6,6-dimethyltetra-hydro-2H-pyran-2-yl)oxy)-3'-fluoro-[1,1'-biphenyl]-2-yl)ethyl)-acetamide O[C@H]1[C@@H](OC([C@@H]([C@H]1O)OC)(C)C)OC=1C=CC(=C(C1)C1=CC(=CC=C1)F)CCNC(C)=O